C(C=C(C)C)OCC1=CC=CC=C1 Benzyl Prenyl Ether